2,4-bis(docosyloxy)benzylamine C(CCCCCCCCCCCCCCCCCCCCC)OC1=C(CN)C=CC(=C1)OCCCCCCCCCCCCCCCCCCCCCC